C1=CC=CC=2C3=CC=CC=C3C(C12)COC(=O)N[C@H](C(=O)O)CC1=CC=C(C=C1)OCCNC(=N)NS(=O)(=O)C=1C(=C(C2=C(CC(O2)(C)C)C1C)C)C (S)-2-((((9H-fluoren-9-yl)methoxy)carbonyl)amino)-3-(4-(2-(3-((2,2,4,6,7-pentamethyl-2,3-dihydrobenzofuran-5-yl)sulfonyl)guanidino)ethoxy)phenyl)propanoic acid